COC(=O)C1CCN(CC1)C1CCC2=CC(=CC(=C12)C)C1CNC1 1-(5-(azetidin-3-yl)-7-methyl-2,3-dihydro-1H-inden-1-yl)piperidine-4-carboxylic acid methyl ester